N1N=C(C=C1)NC1=CC(=NC=N1)NC1=CC(=C2C(=[N+]1[O-])C1(NC2=O)CCCCC1)C 2'-((6-((1H-pyrazol-3-yl)amino)pyrimidin-4-yl)amino)-4'-methyl-5'-oxo-5',6'-dihydrospiro[cyclohexane-1,7'-pyrrolo[3,4-b]pyridine] 1'-oxide